(((1S,3S)-3-((tert-butoxycarbonyl)amino)cyclopentyl)amino)-2-oxo-2H-[1,3'-bipyridine]-5-carboxylate C(C)(C)(C)OC(=O)N[C@@H]1C[C@H](CC1)NC=1C(N(C=C(C1)C(=O)[O-])C=1C=NC=CC1)=O